methyl (2-cyclopropyl-2-(3-((3-((diisopropylamino) methyl)-4-(5-fluoro-2-methoxypyridin-4-yl) benzyl) oxy) phenyl) ethyl) phosphonate P(OC)(OCC(C1=CC(=CC=C1)OCC1=CC(=C(C=C1)C1=CC(=NC=C1F)OC)CN(C(C)C)C(C)C)C1CC1)=O